C(C)(C)(C)OC(=O)N1[C@H](CN(CC1)C1=NC=C(C=C1)[C@@H]1C(NC(CC1)=O)=O)C |&1:19| (2S)-4-{5-[(3RS)-2,6-dioxopiperidin-3-yl]Pyridin-2-yl}-2-methylpiperazine-1-carboxylic acid tert-butyl ester